methyl (2S,5R)-5-allyl-1-((2S,3S)-2-((tert-butoxycarbonyl)amino)-3-cyclopropylpent-4-enoyl)pyrrolidine-2-carboxylate C(C=C)[C@H]1CC[C@H](N1C([C@H]([C@@H](C=C)C1CC1)NC(=O)OC(C)(C)C)=O)C(=O)OC